C(=C)C=1C=C(C=CC1)[Si](O[Si](C)(C)C)(O[Si](C)(C)C)O[Si](C)(C)C m-vinylphenyl-tris(trimethylsiloxy)silane